2'-(5-Isopropyl-1H-imidazol-2-yl)-5-(methylsulfonyl)-3,4'-bipyridine trifluoroacetate salt FC(C(=O)O)(F)F.C(C)(C)C1=CN=C(N1)C1=NC=CC(=C1)C=1C=NC=C(C1)S(=O)(=O)C